5,5,5-trifluoro-valeramide FC(CCCC(=O)N)(F)F